methyl 2-oxo-2-(prop-2-yn-1-ylamino)acetate O=C(C(=O)OC)NCC#C